NC1=NC2=NC=C(N=C2C(=N1)O)CNC1=CC=C(C(=O)N[C@H](C(=O)OC(C)(C)C)CCC(NCCOCCOCCNC(CCCC[C@@H]2SC[C@@H]3NC(N[C@@H]32)=O)=O)=O)C=C1 tert-butyl (S)-2-(4-(((2-amino-4-hydroxypteridin-6-yl)methyl)amino)benzamido)-5,16-dioxo-20-((3aS,4S,6aR)-2-oxohexahydro-1H-thieno[3,4-d]imidazol-4-yl)-9,12-dioxa-6,15-diazaicosanoate